3-fluoro-5-(4,4,5,5-tetramethyl-1,3,2-dioxaborolan-2-yl)benzamide ethyl-3-(benzyl(4-(3,4-dichlorophenyl)-5-((dimethylamino)methyl)thiazol-2-yl)amino)propanoate C(C)OC(CCN(C=1SC(=C(N1)C1=CC(=C(C=C1)Cl)Cl)CN(C)C)CC1=CC=CC=C1)=O.FC=1C=C(C(=O)N)C=C(C1)B1OC(C(O1)(C)C)(C)C